ketomethionine O=N[C@@H](CCSC)C(=O)O